CS(=O)(=O)C1=NC=C(C=N1)C#C 2-methylsulfonyl-5-ethynylpyrimidine